BrC=1C=C(C=C(C1)S(F)(F)(F)(F)F)CC(CC(=O)O)(Cl)Cl trans-3-(3-bromo-5-(perfluoro-lambda6-sulfanyl)phenyl)-2,2-dichloropropane-1-carboxylic acid